C(C)(C)NC(=O)NS(=O)(=O)C=1C=NC=CC1NC=1C=C(C=CC1)C 1-isopropyl-3-[(4-m-toluylamino-3-pyridinyl)sulfonyl]urea